CCCCCCCOC1C=CC(NC(=O)O/N=C/C2C=CC=CC=2)=CC=1 benzaldehyde O-4-(heptyloxy)phenylcarbamoyl oxime